1-(4-hydroxy-3-methyl-phenyl)-ethanone OC1=C(C=C(C=C1)C(C)=O)C